N-(3-chloro-2-fluoro-phenyl)-6-(7,8-dimethyl-[1,2,4]triazolo[4,3-b]pyridazin-6-yl)-7,8-dihydro-5H-1,6-naphthyridin-3-amine ClC=1C(=C(C=CC1)NC=1C=NC=2CCN(CC2C1)C=1C(=C(C=2N(N1)C=NN2)C)C)F